C(C)(C)(C)OC(=O)N=C1N(C(CC(N1)(CC)CC)=O)CC=1C=C(C(=O)O)C=CC1 3-((2-((tert-butoxycarbonyl)imino)-4,4-diethyl-6-oxotetrahydropyrimidin-1(2H)-yl)methyl)benzoic acid